5-amino-N-((3R,4R)-4-methoxytetrahydro-2H-pyran-3-yl)-N-((5-phenylpyridin-2-yl)methyl)-6,8-dihydro-1H-furo[3,4-d]pyrrolo[3,2-b]pyridine-2-carboxamide NC1=C2C(=C3C(=N1)C=C(N3)C(=O)N(CC3=NC=C(C=C3)C3=CC=CC=C3)[C@@H]3COCC[C@H]3OC)COC2